5-Bromo-6-chloro-N,N-diethyl-pyridine-3-sulfonamide BrC=1C=C(C=NC1Cl)S(=O)(=O)N(CC)CC